C(CCCCCCCCCCCCCCCCC)[N+](=CCCCCCCCCCCCCCCCCC)[O-] N-octadecyl-α-heptadecylnitrone